6-(1-(1-((1-acryloylazetidin-3-yl)methyl)piperidin-4-yl)-5-methyl-1H-pyrazol-4-yl)-4-methoxypyrazolo[1,5-a]pyridine-3-carbonitrile C(C=C)(=O)N1CC(C1)CN1CCC(CC1)N1N=CC(=C1C)C=1C=C(C=2N(C1)N=CC2C#N)OC